CN(C1=CC=C(C=C1)C1(C(C(C(=O)[O-])=C(C=C1)N(C)C)C(=O)[O-])C1=CC=C(C=C1)N(C)C)C 3,3-bis(4-dimethylaminophenyl)-6-dimethylaminophthalate